tert-Butyl 1-[3-[(5-fluoro-2-methyl-1,3-benzoxazol-6-yl)-methylcarbamoyl] phenyl]-3-(trifluoromethyl)-6,7-dihydro-4H-pyrazolo[4,3-c]pyridine-5-carboxylate FC=1C(=CC2=C(N=C(O2)C)C1)N(C(=O)C=1C=C(C=CC1)N1N=C(C=2CN(CCC21)C(=O)OC(C)(C)C)C(F)(F)F)C